C(C)C(=O)N1CCNCC1 ethyl-(piperazin-1-yl)methanone